6alpha-hydroxymethylandrostane-7,17-dione OC[C@H]1C([C@H]2[C@@H]3CCC([C@@]3(C)CC[C@@H]2[C@]2(CCCCC12)C)=O)=O